[Si](C1=CC=CC=C1)(C1=CC=CC=C1)(C(C)(C)C)OC1(CC(C1)C(=O)O)C(F)(F)F (1s,3s)-3-[(tert-butyldiphenylsilyl)-oxy]-3-(trifluoromethyl)cyclobutane-1-carboxylic acid